ClC=1N=C(SC1[N+](=O)[O-])NC(=O)C=1C(=CC(=CC1)NCCCC)C1=CC=CC=C1 N-(4-chloro-5-nitrothiazol-2-yl)-5-(butylamino)-[1,1'-biphenyl]-2-carboxamide